S1C(=NC2=C1C=CC=C2)\C(\CC(=O)O)=C\C=2C(=NN(C2Cl)C)C2=CC=CC=C2 (E)-3-(benzo[d]thiazol-2-yl)-4-(5-chloro-1-methyl-3-phenyl-1H-pyrazol-4-yl)but-3-enoic acid